C(C1=CC=CC=C1)OC(=O)N[C@@H](C)C(=O)N[C@@H](C)C(=O)OC(C)(C)C tert-butyl ((benzyloxy) carbonyl)-L-alanyl-L-alaninate